C(C)(C)OC1=CC=CC=2C=C(OC21)C(C)=O 1-(7-isopropoxybenzofuran-2-yl)ethan-1-one